3-ethyl-4-methylazoline C(C)C1C=NCC1C